C(C1=CC=CC=C1)[C@H]1N(CCC1)C1=NC=C2C(=N1)N(N=C2C=2C(=C(C(=C(C2)C(F)(F)F)F)O)F)C (S)-3-(6-(2-Benzylpyrrolidin-1-yl)-1-methyl-1H-pyrazolo[3,4-d]pyrimidin-3-yl)-2,6-difluoro-5-(trifluoromethyl)phenol